BrC1=C(CNS(=O)(=O)C2=CC=C(C=C2)NC(=O)C2C(C2)C2=CC=NC=C2)C=CC=C1 N-(4-(N-(2-bromobenzyl)sulfamoyl)phenyl)-2-(pyridin-4-yl)cyclopropane-1-carboxamide